FC=1C=C(C=C(C1)F)C=1C=C2C(=NC1)C=NN2CC(=O)N2CC(C2)F 2-[6-(3,5-Difluorophenyl)pyrazolo[4,3-b]pyridin-1-yl]-1-(3-fluoroazetidin-1-yl)ethanone